BrC(C(F)(F)Br)(F)F 1,2-Dibromo-1,1,2,2-tetrafluoroethan